rel-(2R,3s,4R,5s)-3-(3,4-difluoro-2-methylphenyl)-N-(6-((R)-1,2-dihydroxyethyl)pyridin-3-yl)-4,5-dimethyl-5-(trifluoromethyl)tetrahydrofuran-2-carboxamide FC=1C(=C(C=CC1F)[C@H]1[C@@H](O[C@@]([C@@H]1C)(C(F)(F)F)C)C(=O)NC=1C=NC(=CC1)[C@H](CO)O)C |o1:8,9,11,12|